4'-(2,6-dimethylpyridin-4-yl)-6'-(2,6-diphenylpyridin-4-yl)-4,4''-bis(3-methyl-9H-carbazol-9-yl)-5'-(4-(3-methyl-9H-carbazol-9-yl)phenyl)-[1,1':3',1''-terphenyl]-2'-carbonitrile CC1=NC(=CC(=C1)C1=C(C(=C(C(=C1C1=CC=C(C=C1)N1C2=CC=CC=C2C=2C=C(C=CC12)C)C1=CC(=NC(=C1)C1=CC=CC=C1)C1=CC=CC=C1)C1=CC=C(C=C1)N1C2=CC=CC=C2C=2C=C(C=CC12)C)C#N)C1=CC=C(C=C1)N1C2=CC=CC=C2C=2C=C(C=CC12)C)C